C(C)(C)[C@@H]1N(CCN(C1)C)CC1=CC(=C2CN(C(C2=C1)=O)C1=CC(=CC=C1)C1(COC1)CN1N=NC=C1C)C(F)(F)F (S)-6-((2-isopropyl-4-methylpiperazin-1-yl)methyl)-2-(3-(3-((5-methyl-1H-1,2,3-triazol-1-yl)methyl)-oxetan-3-yl)phenyl)-4-(trifluoromethyl)isoindolin-1-one